dimethyl-4,4'-bipyridinium C[N+]1=CC=C(C=C1)C1=CC=[N+](C=C1)C